[Si](C1=CC=CC=C1)(C1=CC=CC=C1)(C(C)(C)C)OC[C@H]1N(CC(=C1)C=1C=C(C=CC1)C)C(=O)OC(C)(C)C tert-butyl (S)-2-(((tert-butyldiphenylsilyl) oxy) methyl)-4-(m-tolyl)-2,5-dihydro-1H-pyrrole-1-carboxylate